N-[4-(5-chloro-1,3-benzoxazol-2-yl)phenyl]bicyclo[1.1.1]pentane-1-carboxamide ClC=1C=CC2=C(N=C(O2)C2=CC=C(C=C2)NC(=O)C23CC(C2)C3)C1